1-tert-butyloxycarbonyl-7-(4-chloro-butyloxy)-quinolin-2-one C(C)(C)(C)OC(=O)N1C(C=CC2=CC=C(C=C12)OCCCCCl)=O